trihydroxycholestanoic acid C[C@H](CCCC(C)C(=O)O)[C@H]1CC[C@@H]2[C@@]1([C@H](C[C@H]3[C@H]2[C@@H](C[C@H]4[C@@]3(CC[C@H](C4)O)C)O)O)C